C(#N)C1=C(C(=O)NC2=NC=C(C=C2)CC2=CC(=CC=C2)F)C=CC=C1 cyano-N-(5-(3-fluorobenzyl)pyridin-2-yl)benzamide